1-Tert-butyl N-[2-[2-[2-[3-[[6-(5-cyanopyrazolo[3,4-b]pyridin-1-yl)-4-(cyclopropylamino)pyridine-3-carbonyl]amino]-2-fluoro-propoxy]ethoxy]ethoxy]ethyl]carbamate C(#N)C=1C=C2C(=NC1)N(N=C2)C2=CC(=C(C=N2)C(=O)NCC(COCCOCCOCCNC(OC(C)(C)C)=O)F)NC2CC2